[(2S,6S)-2'-methyl-6'-(1-methyltriazol-4-yl)-2-(trifluoromethyl)spiro[4,5-dihydrothieno[2,3-c]pyran-7,4'-piperidine]-3-yl]methanol CC1NC(CC2(C1)OCCC1=C2SC(=C1CO)C(F)(F)F)C=1N=NN(C1)C